BrC1=C(COCC2=C(C(=C(C(=C2Br)O)O)Br)Br)C(=C(C(=C1Br)O)O)Br bis-(2,3,6-tribromo-4,5-dihydroxybenzyl) ether